FC(COCC1OC1)(C(C(C(F)F)(F)F)(F)F)F 2-(4,4,5,5,6,6,7,7-Octafluoro-2-oxaheptyl)oxirane